(R)-4-((1-(tert-Butoxycarbonyl)piperidin-3-yl)amino)-2-(propylamino)pyrimidine-5-carboxylic acid ethyl ester C(C)OC(=O)C=1C(=NC(=NC1)NCCC)N[C@H]1CN(CCC1)C(=O)OC(C)(C)C